(R)-5-(4-((7-Cyclopropyl-6-oxo-5,6-dihydro-1,5-naphthyridin-3-yl)methyl)piperazin-1-yl)-N-(tetrahydrofuran-3-yl)pyridineamide C1(CC1)C=1C(NC=2C=C(C=NC2C1)CN1CCN(CC1)C=1C=CC(=NC1)C(=O)N[C@H]1COCC1)=O